ClC1=CC=C(S1)CNC1=CC(=NN1C(C(C)(C)C)=O)C1NCCNC1 1-(5-{[(5-Chlorothiophen-2-yl)methyl]amino}-3-(piperazin-2-yl)-1H-pyrazol-1-yl)-2,2-dimethylpropan-1-on